1-((4-((dimethylamino)methyl)-3-(trifluoromethyl)phenyl)amino)-6-methylisoquinoline CN(C)CC1=C(C=C(C=C1)NC1=NC=CC2=CC(=CC=C12)C)C(F)(F)F